ClC=1C=CC2=C(N(C(=N2)C2=CC=C(C=C2)OC)OCC2=CC=C(C=C2)C)C1 6-chloro-2-(4-methoxyphenyl)-1-(4-methylbenzyloxy)-1H-benzo[d]imidazole